O=C(COC(COC=1C=CC(=C2C=CC=NC12)Cl)=O)C (5-chloro-8-quinolinyloxy)acetic acid 2-oxo-propyl ester